C1=C2C=3C4=C(C=CC3NC2=CC=C1)C1=C(O4)C=CC=C1 benzofuro[3,2-C]carbazole